5-(ethoxypropoxy)carbonylamino-3-(1-methyl-1,2,3,6-tetrahydropyridin-4-yl)-1H-indole C(C)OCCCOC(=O)NC=1C=C2C(=CNC2=CC1)C=1CCN(CC1)C